3-(4-fluorophenyl)-N-(2-methoxyethyl)imidazo[1,2-b]pyridazin-6-amine FC1=CC=C(C=C1)C1=CN=C2N1N=C(C=C2)NCCOC